tert-butyl 2-(2-fluoro-4-(trifluoromethyl)phenyl)-3-(3-methyl-1-((2-(trimethylsilyl)ethoxy)methyl)-1H-pyrrolo[2,3-b]pyridin-4-yl)-6,7-dihydropyrazolo[1,5-a]pyrazine-5(4H)-carboxylate FC1=C(C=CC(=C1)C(F)(F)F)C1=NN2C(CN(CC2)C(=O)OC(C)(C)C)=C1C1=C2C(=NC=C1)N(C=C2C)COCC[Si](C)(C)C